C1(CCC=CCCC1)OCC(=O)ON1C(CCC1=O)=O 2,5-dioxopyrrolidin-1-yl 2-(cyclooct-4-en-1-yloxy)acetate